N,N-bis(3-methoxybenzyl)-N',N'-bis(2-thienylmethyl)pentanediamide COC=1C=C(CN(C(CCCC(=O)N(CC=2SC=CC2)CC=2SC=CC2)=O)CC2=CC(=CC=C2)OC)C=CC1